N[C@H]1CN(CCC1)C(=O)C1=CC2=C(N(C(=N2)C=2N(C3=CC=CC=C3C2)CC2=CC=CC=C2)C(C)C)C=C1 (R)-(3-Aminopiperidin-1-yl)(2-(1-benzyl-1H-indol-2-yl)-1-isopropyl-1H-benzo[d]imidazol-5-yl)methanone